C(C(=C)C)(=O)O.NCCCCCN1C(CCCC1=O)=O N-aminopentyl-glutarimide methacrylate